C=CC=CCC hex-1,3-diene